CS(=O)(=O)CCN1N=C2C=C(C(=CC2=C1)N)N1CCOCC1 2-(2-(methylsulfonyl)ethyl)-6-morpholino-2H-indazole-5-amine